Cl.N[C@@H](CS)C(=O)O[C@@](C[N+](C)(C)C)(CC([O-])=O)C(C)=O acetyl-L-carnitine L-cysteinate hydrochloride